(S)-1-(3,4-difluorophenyl)-6-(5-(3,5-dimethylisoxazol-4-yl)-1-((1r,3S)-3-hydroxycyclobutyl)-1H-benzo[d]imidazol-2-yl)piperidin-2-one FC=1C=C(C=CC1F)N1C(CCC[C@H]1C1=NC2=C(N1C1CC(C1)O)C=CC(=C2)C=2C(=NOC2C)C)=O